hept-3-en-2-one CC(C=CCCC)=O